BrC1=CC=CC2=C1COCCN2C2=NC(N(C1=CC=CC(=C21)F)C([2H])([2H])[2H])=O 4-(6-bromo-3,5-dihydro-2H-4,1-benzoxazepin-1-yl)-5-fluoro-1-(trideuteriomethyl)quinazolin-2-one